C12CC(CC(CC1)N2)OCC=2C(=NOC2C2CC2)C2=C(C=CC=C2)C(F)(F)F 4-((8-azabicyclo[3.2.1]octan-3-yloxy)methyl)-5-cyclopropyl-3-(2-(trifluoromethyl)phenyl)isoxazole